O=CC(CC(=O)O)CC=1C=NC=CC1 4-oxo-3-(pyridin-3-ylmethyl)butanoic acid